tert-butyl ((3R)-1-(2-(6-(1-((8-hydroxyoctyl)oxy)ethyl)-1H-pyrrolo[2,3-b]pyridin-2-yl)-7-methoxy-1-methyl-1H-benzo[d]imidazole-5-carbonyl)piperidin-3-yl)carbamate OCCCCCCCCOC(C)C1=CC=C2C(=N1)NC(=C2)C2=NC1=C(N2C)C(=CC(=C1)C(=O)N1C[C@@H](CCC1)NC(OC(C)(C)C)=O)OC